(1s,3s)-3-((4-(8-chloro-7-((7-fluoro-2-methyl-1H-benzo[d]imidazol-6-yl)oxy)quinoxalin-2-yl)-1H-pyrazol-1-yl)methyl)-1-methylcyclobutanol ClC=1C(=CC=C2N=CC(=NC12)C=1C=NN(C1)CC1CC(C1)(O)C)OC=1C=CC2=C(NC(=N2)C)C1F